C(C)(CC)[Si](OCCC)(OCCC)C(C)CC di-sec-butyl-dipropyloxysilane